N-(5-(difluoromethoxy)-1H-pyrazol-3-yl)-6-(((1R,2S,3S,5S)-2-fluoro-8-azabicyclo[3.2.1]octan-3-yl)oxy)pyrazin-2-amine FC(OC1=CC(=NN1)NC1=NC(=CN=C1)O[C@@H]1[C@H]([C@H]2CC[C@@H](C1)N2)F)F